1-[chloro-(4-methoxyphenyl)-phenylmethyl]-4-methoxybenzene ClC(C1=CC=C(C=C1)OC)(C1=CC=CC=C1)C1=CC=C(C=C1)OC